C(C)(C)(C)OC(=O)N1C[C@H](CC1)CNC(=O)C1=NN(N=C1)C1=CC(=CC=C1)Cl (R)-3-((2-(3-chlorophenyl)-2H-1,2,3-triazole-4-carboxamido)-methyl)-pyrrolidine-1-carboxylic acid tert-butyl ester